4,5-dihydroimidazo[4,5,1-hi]indole N1=CN2CCC3=CC=CC1=C23